C(CC)OCCOCCC ethylene glycol di-n-propyl ether